[8-(3-piperazin-1-ylprop-1-ynyl)imidazo[1,2-a]Pyridin-3-yl]Hexahydropyrimidine-2,4-dione N1(CCNCC1)CC#CC=1C=2N(C=CC1)C(=CN2)N2C(NC(CC2)=O)=O